(6-bromonaphthalen-2-yl)(piperidin-3-yl)methanone hydrochloride Cl.BrC=1C=C2C=CC(=CC2=CC1)C(=O)C1CNCCC1